O=C1NC(CCC1N1C(C2=CC=C(C(=C2C1)F)C(=O)N[C@@H](C(F)(F)F)C1=CC(=CC=C1)F)=O)=O 2-(2,6-dioxopiperidin-3-yl)-4-fluoro-1-oxo-N-((R)-2,2,2-trifluoro-1-(3-fluorophenyl)ethyl)isoindoline-5-carboxamide